2-(thiophen-2-yl)cyclopropane-1-carboxamide S1C(=CC=C1)C1C(C1)C(=O)N